NCCN1N=NC(=C1)C(C)(C)OC1=CC=C(C=C1)OC 1-(2-Aminoethyl)-4-[1-(4-methoxyphenoxy)-1-(methyl)-ethyl]-1H-1,2,3-triazole